[1,2,3,4,5,6-13C6]glucose O=[13CH][13C@H](O)[13C@@H](O)[13C@H](O)[13C@H](O)[13CH2]O